2-(3-acetyl-5-(pyrimidin-5-ylamino)-1H-indazol-1-yl)-N-(2-((2'-chloro-2-fluoro-[1,1'-biphenyl]-3-yl)amino)-2-oxoethyl)-N-cyclopropylacetamide C(C)(=O)C1=NN(C2=CC=C(C=C12)NC=1C=NC=NC1)CC(=O)N(C1CC1)CC(=O)NC=1C(=C(C=CC1)C1=C(C=CC=C1)Cl)F